NC=1C2=C(N=CN1)N(C(=C2C2=CC(=C(C(=C2)F)OC2=NC=C(C=N2)C)F)C2=CC=C(C=C2)NC(C(=C)C)=O)C N-(4-(4-amino-5-(3,5-difluoro-4-((5-methylpyrimidin-2-yl)oxy)phenyl)-7-methyl-7H-pyrrolo[2,3-d]pyrimidin-6-yl)phenyl)methacrylamide